ClC1=C2C=CNC2=CC(=C1)NC(NCC1=CC(=NC=C1)OCC(F)(F)F)=O 3-(4-chloro-1H-indol-6-yl)-1-{[2-(2,2,2-trifluoroethoxy)pyridin-4-yl]methyl}urea